N-(3-((5-Ethylthiophen-2-yl)ethynyl)-1-methyl-1H-pyrrolo[2,3-b]pyridin-5-yl)acrylamide C(C)C1=CC=C(S1)C#CC1=CN(C2=NC=C(C=C21)NC(C=C)=O)C